3-(4-(azetidin-3-yloxy)-1-oxoisoindolin-2-yl)piperidine-2,6-dione N1CC(C1)OC1=C2CN(C(C2=CC=C1)=O)C1C(NC(CC1)=O)=O